ethyl 2-(methylsulfanyl)-1,3-thiazole-4-carboxylate CSC=1SC=C(N1)C(=O)OCC